IC1=NN(C2=NC(=NC=C21)SC)C 3-iodo-1-methyl-6-(methylthio)-1h-pyrazolo[3,4-d]pyrimidine